C12COCC(CC1)N2C2=NC=C(C=N2)OC2=C(C=C(N)C=C2)C 4-((2-(3-oxa-8-azabicyclo[3.2.1]octan-8-yl)pyrimidin-5-yl)oxy)-3-methylaniline